C(=O)(OC(C)(C)C)OC(=O)OC(=O)OC(C)(C)C di-tert-butyl tricarbonate